N-(4-(2-(2,6-dioxopiperidin-3-yl)-1-oxoisoindolin-4-yl)but-3-yn-1-yl)-4-(4,4,5,5-tetramethyl-1,3,2-dioxaborolan-2-yl)benzamide O=C1NC(CCC1N1C(C2=CC=CC(=C2C1)C#CCCNC(C1=CC=C(C=C1)B1OC(C(O1)(C)C)(C)C)=O)=O)=O